acetyl-sodium methyl-taurate CNCCS(=O)(=O)O.C(C)(=O)[Na]